2-[(quinolin-4-yl)amino]benzoic acid N1=CC=C(C2=CC=CC=C12)NC1=C(C(=O)O)C=CC=C1